N-(4-bromo-2,5-difluorophenyl)-6-ethyl-7-oxo-6,7-dihydro-1H-pyrrolo[2,3-c]pyridine-3-sulfonamide BrC1=CC(=C(C=C1F)NS(=O)(=O)C1=CNC=2C(N(C=CC21)CC)=O)F